benzyl (E)-4-(5-(3-(tert-butoxy)-3-oxoprop-1-en-1-yl)furan-2-yl)-2-methyl-3-oxopiperazine-1-carboxylate C(C)(C)(C)OC(/C=C/C1=CC=C(O1)N1C(C(N(CC1)C(=O)OCC1=CC=CC=C1)C)=O)=O